C(C)C1OCC1CCOC(C=C)=O 2-ethyl-3-(acryloxyethyl)oxetane